ClC1=CC(=C(OCC2=NC=CC(=C2)OC2=CC(=C(C=C2)CC2=NC3=C(N2CC2=CN=CN2CC)C=C(C=C3)C(=O)O)F)C=C1)F 2-{[4-({2-[(4-chloro-2-fluorophenoxy)methyl]pyridin-4-yl}oxy)-2-fluorophenyl]methyl}-1-[(1-ethyl-1H-imidazol-5-yl)methyl]-1H-1,3-benzodiazole-6-carboxylic acid